C(#N)C=1C=C(C=CC1)C=1N=C(SC1)NC(CNC(OC(C)(C)C)=O)=O tert-butyl (2-((4-(3-cyanophenyl)thiazol-2-yl)amino)-2-oxoethyl)carbamate